O=C(CCOC[C@H](C)OC1=C(C(NN=C1)=O)C(F)(F)F)N1CCN(CC1)C1=NC=C(N=C1)C(F)(F)F (S)-5-((1-(3-Oxo-3-(4-(5-(trifluoromethyl)pyrazin-2-yl)piperazin-1-yl)propoxy)propan-2-yl)oxy)-4-(trifluoromethyl)pyridazin-3(2H)-one